(R)-2-(3-fluoropyrrolidin-1-yl)-N-(6-(1-methyl-1H-imidazol-5-yl)isoquinolin-3-yl)acetamide methyl-4-(difluoromethyl)-1-methyl-1H-pyrazole-3-carboxylate COC(=O)C1=NN(C=C1C(F)F)C.F[C@H]1CN(CC1)CC(=O)NC=1N=CC2=CC=C(C=C2C1)C1=CN=CN1C